1-(6-Chloro-4-hydroxypyridin-3-yl)ethan-1-one ClC1=CC(=C(C=N1)C(C)=O)O